methyl 2-((((((1R,2S,5R)-2-carbamoyl-7-oxo-1,6-diazabicyclo[3.2.1]octan-6-yl)oxy)sulfonyl)oxy)methyl)-2-propylpentanoate C(N)(=O)[C@H]1N2C(N([C@H](CC1)C2)OS(=O)(=O)OCC(C(=O)OC)(CCC)CCC)=O